5,6,7,8-tetrahydro-1,6-naphthyridin-2(1H)-one N1C(C=CC=2CNCCC12)=O